C(C)(=O)SCC(=O)N[C@@H]1CN(CCCC1)C(=O)OC(C)(C)C tert-butyl (S)-3-(2-(acetylthio)acetamido)-azepane-1-carboxylate